2-((2-(2,6-dioxopiperidin-3-yl)-6-fluoro-1-oxoisoindolin-4-yl)oxy)acetic acid O=C1NC(CCC1N1C(C2=CC(=CC(=C2C1)OCC(=O)O)F)=O)=O